(1R,4R,7R)-2-{2-[6-(2-chloro-4-methoxyphenyl)-1-(cyclopropylmethyl)-1H-indol-2-yl]-7-methoxy-1-methyl-1H-1,3-benzodiazole-5-carbonyl}-2-azabicyclo[2.2.1]heptan-7-amine ClC1=C(C=CC(=C1)OC)C1=CC=C2C=C(N(C2=C1)CC1CC1)C1=NC2=C(N1C)C(=CC(=C2)C(=O)N2[C@@H]1CC[C@H](C2)[C@H]1N)OC